3-fluoro-N-[3-[(1R)-2-(4-fluoroanilino)-1-methyl-2-oxo-ethyl]-1-bicyclo[1.1.1]pentanyl]-4-methyl-benzamide FC=1C=C(C(=O)NC23CC(C2)(C3)[C@H](C(=O)NC3=CC=C(C=C3)F)C)C=CC1C